C(C)SC=1[C@](NC2=C(N1)C=NC1=C2C=CN1)(C)COC (S)-3-(ethylsulfanyl)-2-(methoxymethyl)-2-methyl-2,7-dihydro-1H-pyrrolo[3',2':5,6]pyrido[3,4-b]pyrazine